1-bromo-2-fluoro-3-nitro-5-(trifluoromethyl)benzene 2-(4-pyridinyl)ethyl-3-[[6-cyano-5-(trifluoromethyl)-pyridin-3-yl]amino]-2-hydroxy-2-methyl-3-oxo-propanoate N1=CC=C(C=C1)CCOC(C(C(=O)NC=1C=NC(=C(C1)C(F)(F)F)C#N)(C)O)=O.BrC1=C(C(=CC(=C1)C(F)(F)F)[N+](=O)[O-])F